3-(4-(2-(5-methylfuran-2-yl)-6-(phenylsulfonyl)imidazo[4,5-d]pyrrolo[2,3-b]pyridin-1(6H)-yl)-1H-pyrazol-1-yl)propanenitrile CC1=CC=C(O1)C1=NC=2C(=C3C(=NC2)N(C=C3)S(=O)(=O)C3=CC=CC=C3)N1C=1C=NN(C1)CCC#N